O=C1N(S(C2=C1C=CC=C2)(=O)=O)C=O 3-oxo-benzo[d]isothiazole-2(3H)-carbaldehyde 1,1-dioxide